(Z)-N-(2-chloro-3'-(2-fluoro-2-(4-(hydroxymethyl)-3-methoxyphenyl)vinyl)-2'-methyl-[1,1'-biphenyl]-3-yl)-5-(dimethoxymethyl)-4-methoxymethylpyridineamide ClC1=C(C=CC=C1NC(=O)C1=NC=C(C(=C1)COC)C(OC)OC)C1=C(C(=CC=C1)\C=C(\C1=CC(=C(C=C1)CO)OC)/F)C